(E)-2-(2-ethoxy-5-((4-(3-hydroxypropyl)piperazin-1-yl)sulfonyl)phenyl)-5-methyl-4-oxo-7-propyl-3,4-dihydropyrrolo[2,1-f][1,2,4]triazine-6-carbaldehyde oxime C(C)OC1=C(C=C(C=C1)S(=O)(=O)N1CCN(CC1)CCCO)C1=NN2C(C(N1)=O)=C(C(=C2CCC)/C=N/O)C